N-[2-(ethylmethylamino)ethyl]-N-(2-hydroxyethyl)-Glycine C(C)N(CCN(CC(=O)O)CCO)C